3,3-diethyl-5-(2-(5-(2-hydroxyphenyl)hexahydropyrrolo[3,4-c]pyrrol-2(1H)-yl)ethyl)dihydrofuran-2(3H)-one C(C)C1(C(OC(C1)CCN1CC2CN(CC2C1)C1=C(C=CC=C1)O)=O)CC